FC=1C=CC(=NC1)C1=NNC2=CC=CC=C12 3-(5-fluoropyridin-2-yl)-1H-indazole